cis-3-(6-fluoropyridin-3-yl)-1-propylcyclopentane-1-carboxylic acid FC1=CC=C(C=N1)[C@@H]1C[C@@](CC1)(C(=O)O)CCC